2-[2-[2-[[5-(6-Ethyl-2,6-diazaspiro[3.3]heptan-2-yl)pyridin-2-yl]amino]-5-fluoropyrimidin-4-yl]thieno[3,2-b]pyridin-7-yl]-1,1,1-trifluoropropan-2-ol C(C)N1CC2(CN(C2)C=2C=CC(=NC2)NC2=NC=C(C(=N2)C2=CC3=NC=CC(=C3S2)C(C(F)(F)F)(C)O)F)C1